((1s,3s)-3-Hydroxy-3-methylcyclobutyl)(7-(2-methyl-5-(trifluoromethyl)phenoxy)-2-azaspiro[3.5]nonan-2-yl)methanon OC1(CC(C1)C(=O)N1CC2(C1)CCC(CC2)OC2=C(C=CC(=C2)C(F)(F)F)C)C